tert-butyl (S,E)-(5-(1-(4-methoxybenzyl)-1H-benzo[d][1,2,3]triazol-4-yl)-1-(methylamino)-1-oxopent-4-en-2-yl)carbamate COC1=CC=C(CN2N=NC3=C2C=CC=C3/C=C/C[C@@H](C(=O)NC)NC(OC(C)(C)C)=O)C=C1